Cl.CC1=C(SC=C1)CNCCC1(CCOC2(CC=CC2)C1)C1=NC=CC=C1 N-((3-methylthiophen-2-yl)methyl)-2-(9-(pyridin-2-yl)-6-oxaspiro[4.5]dec-2-en-9-yl)ethylamine hydrochloride